phenylanilinal C1(=CC=CC=C1)C1=C(N=O)C=CC=C1